F[C@H](C1=CC2=C(SC(=C2)C(N[C@H]2CCCC[C@@H]3N(C2=O)[C@@H](CC3)C(=O)N3C2(CC2)C[C@@H](C3)C=3C=NC=CC3)=O)C=C1)P(O)(O)=O ((S)-fluoro(2-(((3S,6S,10aS)-5-oxo-3-((R)-6-(pyridin-3-yl)-4-azaspiro[2.4]heptane-4-carbonyl)decahydropyrrolo[1,2-a]azocin-6-yl)carbamoyl)benzo[b]thiophen-5-yl)methyl)phosphonic acid